ClC=1C(=CC(=C(C1)NCC(=O)N1CCN(CC1)C1CN(C1)C(=O)OC(C)(C)C)OC)CC tert-Butyl 3-(4-(2-(5-chloro-4-ethyl-2-methoxyphenylamino)acetyl)piperazin-1-yl)azetidine-1-carboxylate